C(C(=C)C)(=O)OCCC[Si](OCCCC)(OCCCC)OCCCC gamma-methacryloxypropyl-tributoxysilane